C(C)C1=NN=C2N1C[C@@H](CC2)N2N=C1N=C(C=CC1=C2)C2=C(C=C(C=C2C)C(F)(F)F)O (R)-2-(2-(3-ethyl-5,6,7,8-tetrahydro-[1,2,4]triazolo[4,3-a]pyridin-6-yl)-2H-pyrazolo[3,4-b]pyridin-6-yl)-3-methyl-5-(trifluoromethyl)phenoL